FC=1C=C(OC2=CC=C(C=C2)C2=NC3=CC(=C(C=C3C(=N2)N)OC)OCC2CCN(CC2)C)C=CC1 (4-(3-fluorophenoxy)phenyl)-6-methoxy-7-((1-methylpiperidin-4-yl)methoxy)quinazolin-4-amine